2-(4-(2-chloro-5-(trifluoromethyl)pyrimidin-4-yl)-1H-pyrazol-1-yl)ethan-1-ol ClC1=NC=C(C(=N1)C=1C=NN(C1)CCO)C(F)(F)F